The molecule is an iminium ion consisting of malachite green cation, substituted at the para position of the otherwise unsubstituted phenyl group with a diethylene glycol diamine linker, the terminal amino group of which may form part of a fluorogen activating protein (FAP). It has a role as a fluorogen. It derives from a malachite green cation. CN(C)C1=CC=C(C=C1)C(=C2C=CC(=[N+](C)C)C=C2)C3=CC=C(C=C3)OCCCC(=O)NCCNC(=O)CCC(=O)NCCOCCOCCN